1-((isocyanomethyl)sulfonyl)-4-methylbenzene [N+](#[C-])CS(=O)(=O)C1=CC=C(C=C1)C